COC1=CC(=C(C(=O)O)C=C1OC)I=O 4,5-dimethoxy-2-iodosobenzoic acid